Allyl (2R,11aS)-8-((5-bromopentyl)oxy)-2-hydroxy-7-methoxy-5-oxo-2,3,11,11a-tetrahydro-1H-benzo[e]pyrrolo[1,2-a][1,4]diazepine-10(5H)-carboxylate BrCCCCCOC=1C(=CC2=C(N(C[C@H]3N(C2=O)C[C@@H](C3)O)C(=O)OCC=C)C1)OC